(S)-7-bromo-6-fluoro-10-methyl-9,10-dihydro-8-oxa-2,4,10a-triazanaphtho[2,1,8-cde]azulene-1(2H)-one BrC1=C(C=C2N=CC=3NC(N4[C@H](COC1=C2C34)C)=O)F